3-(4-amino-7-methyl-5-(4-(pyrrolidine-1-carbonyl)phenyl)-7H-pyrrolo[2,3-d]pyrimidin-6-yl)pyrrolidine-1-carbonitrile NC=1C2=C(N=CN1)N(C(=C2C2=CC=C(C=C2)C(=O)N2CCCC2)C2CN(CC2)C#N)C